FC=1C=C(CC2=CN=C(S2)N)C=C(C1)F 5-(3,5-difluorobenzyl)thiazol-2-amine